N1N=C(C=C1)S(=O)(=O)C=1C=C2C=NN(C(C2=CC1)=O)CC1=NC(=CC=C1F)OC 6-((1H-pyrazol-3-yl)sulfonyl)-2-((3-fluoro-6-methoxypyridin-2-yl)methyl)phthalazin-1(2H)-one